FC(CC1(CN(CC1)C(C)(C)C=1C=CC(=NC1)C)COCC)(C=1SC(=CC1)F)F 5-(2-(3-(2,2-difluoro-2-(5-fluorothiophen-2-yl)ethyl)-3-(ethoxymethyl)pyrrolidin-1-yl)propan-2-yl)-2-methylpyridine